C(CCCCCCC\C=C/CC=CCCCCC)C1(OCC(O1)CCN(C)C)CCCCCCCC\C=C/CC=CCCCCC 2-(2,2-bis((9Z,2Z)-octadeca-9,12-dien-1-yl)-1,3-dioxolan-4-yl)-N,N-dimethylethylamine